O=C1N(CC2=CC(=CC=C12)C1CCN(CC1)CC=1C=C2C(N(N=CC2=CC1)C1=NC=CC=C1)=O)C1C(NC(CC1)=O)=O 3-[1-oxo-5-[1-[[4-oxo-3-(2-pyridyl)phthalazin-6-yl]methyl]-4-piperidyl]isoindolin-2-yl]piperidine-2,6-dione